CC(=O)C1=CC=C(C=C1)O 4''-Hydroxyacetophenone